3-((ethyl-(methyl)amino)methyl)-N-(2-(3-methoxyphenyl)-2-oxoethyl)benzamide C(C)N(C)CC=1C=C(C(=O)NCC(=O)C2=CC(=CC=C2)OC)C=CC1